P(=O)(O)(O)O.FC=1C=C(C=CC1C=1C=NC(=CC1)C=1N=NN(N1)C=C)N1C(O[C@@H](C1)C(CC)O)=O (S)-3-(3-fluoro-4-(6-(2-vinyl-2H-tetrazol-5-yl)pyridin-3-yl)phenyl)-5-(1-hydroxypropyl)oxazolidin-2-one phosphate